1-t-butyl 2-methyl (2S,4S)-4-hydroxy-4-(trichloromethyl)pyrrolidine-1,2-dicarboxylate O[C@]1(C[C@H](N(C1)C(=O)OC(C)(C)C)C(=O)OC)C(Cl)(Cl)Cl